2-Amino-14,16-dimethyloctadecan-3-ol NC(C)C(CCCCCCCCCCC(CC(CC)C)C)O